C(C)N1C2=NC(=NC(=C2N=C1N1CC(N(CC1)C)=O)N1CCC(CC1)OC1OCCCC1)C1=CC(=CC=C1)C1=NN(C=C1)C 4-(9-ethyl-2-(3-(1-methyl-1H-pyrazol-3-yl)phenyl)-6-(4-((tetrahydro-2H-pyran-2-yl)oxy)piperidin-1-yl)-9H-purin-8-yl)-1-methylpiperazin-2-one